2,4,6-trimethylbenzenesulphonylhydroxylamine CC1=C(C(=CC(=C1)C)C)S(=O)(=O)NO